COC(=O)C1(CC=2C(=C(NC(C2C)=O)Br)C1)C(=O)OC.CC1=CC(=C(C=C1)C(C=C)=O)C#CC1=CC=CC=C1 1-(4-methyl-2-(phenylethynyl)phenyl)prop-2-en-1-one dimethyl-1-bromo-4-methyl-3-oxo-5,7-dihydro-2H-cyclopenta[c]pyridine-6,6-dicarboxylate